ETHOXYACETALDEHYDE C(C)OCC=O